(2R,3S,4S,5S)-5-(4-aminopyrrolo[2,1-f][1,2,4]triazin-7-yl)-2-((((((S)-1-(benzyloxy)-1-oxopropan-2-yl)amino)(Phenoxy)phosphoryl)oxy)methyl)-2-cyanotetrahydrofuran-3,4-diyl diacetate C(C)(=O)O[C@@H]1[C@@](O[C@H]([C@@H]1OC(C)=O)C1=CC=C2C(=NC=NN21)N)(C#N)COP(=O)(OC2=CC=CC=C2)N[C@H](C(=O)OCC2=CC=CC=C2)C